5-bromo-4-chloro-1,2-dimethyl-6-(trifluoromethyl)-1H-benzo[d]imidazole BrC1=C(C2=C(N(C(=N2)C)C)C=C1C(F)(F)F)Cl